C(CC=C)OC=1C=2N(C=C(N1)C1=C3C(=NC(=C1)C(C)NCC)C=CO3)C=CN2 1-(7-(8-(but-3-en-1-yloxy)imidazo[1,2-a]pyrazin-6-yl)furo[3,2-b]pyridin-5-yl)-N-ethylethan-1-amine